C(C1=CC=CC=C1)C=1C=2N(C=C(N1)C1=CC=CC=C1)C(=C(N2)CC=2OC(=C(C2)C)C)CC(=O)[O-] 8-Benzyl-2-((4,5-dimethylfuran-2-yl)methyl)-6-phenylimidazo[1,2-a]pyrazin-3-yl-acetat